(1-{2,6-difluoro-4-[6-(3-methoxy-propoxy)-pyridin-2-yl]-phenyl}-piperidin-4-yl)-acetic acid FC1=C(C(=CC(=C1)C1=NC(=CC=C1)OCCCOC)F)N1CCC(CC1)CC(=O)O